8-(5-chloro-2-fluorophenyl)-N-(4-(piperazin-1-yl)phenyl)pyrido[3,4-d]pyrimidin-2-amine ClC=1C=CC(=C(C1)C1=NC=CC2=C1N=C(N=C2)NC2=CC=C(C=C2)N2CCNCC2)F